CSC1=CC=C(C=C1)C1=C(C(OC1)=O)C1=CC=CC=C1 4-[4-(methylthio)phenyl]-3-phenyl-2(5H)-furanone